methyl (S)-4,4-dimethyl-8-((3-methylpiperidin-1-yl) methyl)-3,4-dihydro-2H-pyrano[3,2-b]pyridine-6-carboxylate CC1(CCOC=2C1=NC(=CC2CN2C[C@H](CCC2)C)C(=O)OC)C